N-(2-((1r,3r,5r,7r)-adamantan-2-ylamino)ethyl)-3-(4-chloro-phenyl)-4-(2,4-dichloro-phenyl)-2-methyl-1H-pyrrole-1-carboxamide C12C(C3CC(CC(C1)C3)C2)NCCNC(=O)N2C(=C(C(=C2)C2=C(C=C(C=C2)Cl)Cl)C2=CC=C(C=C2)Cl)C